COCC[C@@](C)(O)C1=CC=2C(=NC(=CC2)C2=CC=3C(N=C2)=NN(C3)C)S1 (2R)-4-methoxy-2-(6-(2-methyl-2H-pyrazolo[3,4-b]pyridin-5-yl)thieno[2,3-b]pyridin-2-yl)-2-butanol